ClCC(=O)NC=1C(N(C(N(C1Cl)CC#CC1=CC(=CC=C1)O)=O)C)=O 2-chloro-N-(6-chloro-1-(3-(3-hydroxyphenyl)prop-2-yn-1-yl)-3-methyl-2,4-dioxo-1,2,3,4-tetrahydropyrimidin-5-yl)acetamide